2-(4-(5-Chloro-2-(4-chloro-1H-1,2,3-triazol-1-yl)phenyl)-5-methoxy-2-oxopyridine-1(2H)-yl)-N-(3-(dimethylphosphoryl)phenyl)-3-phenylpropanamide ClC=1C=CC(=C(C1)C1=CC(N(C=C1OC)C(C(=O)NC1=CC(=CC=C1)P(=O)(C)C)CC1=CC=CC=C1)=O)N1N=NC(=C1)Cl